(2S,4R)-1-(2-(3-acetyl-5-(2-cyclopropylpyrimidin-5-yl)-1H-indol-1-yl)acetyl)-N-(6-bromopyridin-2-yl)-4-fluoropyrrolidine-2-carboxamide C(C)(=O)C1=CN(C2=CC=C(C=C12)C=1C=NC(=NC1)C1CC1)CC(=O)N1[C@@H](C[C@H](C1)F)C(=O)NC1=NC(=CC=C1)Br